2-hydroxy-4-(trifluoromethoxy)benzaldehyde OC1=C(C=O)C=CC(=C1)OC(F)(F)F